CC1(OC[C@H](O1)CC(O)C1(CCC1)C#N)C 1-(2-((R)-2,2-dimethyl-1,3-dioxolan-4-yl)-1-hydroxyethyl)cyclobutane-1-carbonitrile